{2-[(3R)-3-methylmorpholin-4-yl]-8-(1-{[2-(trimethylsilyl)ethoxy]methyl}-1H-pyrazol-5-yl)-1,7-naphthyridin-4-yl}methanol ethoxy-1-(oxetan-2-ylmethyl)-1H-benzo[d]imidazole-6-carboxylate C(C)OC1=NC2=C(N1CC1OCC1)C=C(C=C2)C(=O)OCC2=CC(=NC1=C(N=CC=C21)C2=CC=NN2COCC[Si](C)(C)C)N2[C@@H](COCC2)C